N[C@](C(=O)OC(C)C)(CC(C(F)(F)F)(C)C)C1=CC=C(C=C1)Br isopropyl (R)-2-amino-2-(4-bromophenyl)-5,5,5-trifluoro-4,4-dimethylpentanoate